Methyl 5-(1H-imidazol-1-yl)-2-methyl-1H-benzo[d]imidazole-7-carboxylate N1(C=NC=C1)C1=CC2=C(NC(=N2)C)C(=C1)C(=O)OC